4-((5-chloro-4-(2-(dimethylamino)-4-fluoro-1-isopropyl-1H-benzo[d]imidazol-6-yl)pyrimidin-2-yl)amino)-N-methylbenzenesulfonamide ClC=1C(=NC(=NC1)NC1=CC=C(C=C1)S(=O)(=O)NC)C=1C=C(C2=C(N(C(=N2)N(C)C)C(C)C)C1)F